C(C)(C)(C)OC(=O)NCC/C=C/C(=O)OC Methyl (E)-5-(tert-butoxycarbonylamino)pent-2-enoate